N-(cyclopropylaminothiocarbonyl)-2-(2-fluoro-3-methoxyphenyl)-2-(4-(trifluoromethyl)pyridin-2-yl)acetamide C1(CC1)NC(=S)NC(C(C1=NC=CC(=C1)C(F)(F)F)C1=C(C(=CC=C1)OC)F)=O